5-(4-fluorophenyl)-1-[4-fluoro-2-(2,2,2-trifluoroethoxy)phenyl]-3-methyl-5,6-dihydropyrrolo[3,4-c]pyrazol-4(1H)-one FC1=CC=C(C=C1)N1CC=2N(N=C(C2C1=O)C)C1=C(C=C(C=C1)F)OCC(F)(F)F